ClC1=C(C=C(CN2CCN(CC2)C(=O)N2N=C(C=C2)NS(=O)(=O)C)C=C1)F N-(1-(4-(4-Chloro-3-fluorobenzyl)piperazine-1-carbonyl)-1H-pyrazol-3-yl)methanesulfonamide